BrC1=CC2=C(N=CN=C2N2CCCCC2)S1 6-bromo-4-(piperidin-1-yl)thieno[2,3-d]pyrimidine